C[C@H]1NCCC[C@H]1C(=O)O (2r,3r)-2-methyl-piperidine-3-carboxylic acid